tert-butyl (6-((2R,3S)-2-((tert-butoxycarbonyl)amino)-3-fluorobutyl)-2,7-dichloropyrrolo[1,2-b]pyridazin-4-yl)(thiazol-2-ylmethyl)carbamate C(C)(C)(C)OC(=O)N[C@H](CC=1C=C2N(N=C(C=C2N(C(OC(C)(C)C)=O)CC=2SC=CN2)Cl)C1Cl)[C@H](C)F